C1(CC1)C=1C(=CC=2N(C1)C(=CN2)C2=CC=CC(=N2)N[C@H]2CNCC[C@@H]2F)OC 6-(6-cyclopropyl-7-methoxyimidazo[1,2-a]pyridin-3-yl)-N-((3S,4S)-4-fluoropiperidin-3-yl)pyridin-2-amine